C(C)(C)(C)OC(N[C@H]1CS(C2=C(N(C1=O)CC1=CC=C(C=C1)Cl)C=C(C(=C2)F)C=2OC(=NN2)NC2CCCC2)(=O)=O)=O N-[(3R)-5-(4-chlorobenzyl)-7-[5-(cyclopentylamino)-1,3,4-oxadiazol-2-yl]-8-fluoro-1,1,4-triketo-2,3-dihydro-1λ6,5-benzothiazepin-3-yl]carbamic acid tert-butyl ester